7-chloro-3-[(2R)-morpholin-2-yl]-1H-indazole ClC=1C=CC=C2C(=NNC12)[C@H]1CNCCO1